3-hydroxy-2-stearamidobutyric acid OC(C(C(=O)O)NC(CCCCCCCCCCCCCCCCC)=O)C